ethyl 2-{[(E)-{2-chloro-4-fluoro-5-[3-methyl-2,6-dioxo-4-(trifluoromethyl)-3,6-dihydropyrimidin-1(2H)-yl]benzylidene} amino]oxy}butanoate ClC1=C(\C=N\OC(C(=O)OCC)CC)C=C(C(=C1)F)N1C(N(C(=CC1=O)C(F)(F)F)C)=O